Methyl N-benzoyl-N-(3-chloro-4-fluorophenyl)-L-alaninate C(C1=CC=CC=C1)(=O)N([C@@H](C)C(=O)OC)C1=CC(=C(C=C1)F)Cl